niobium Oxygen [O].[Nb]